3-Fluoro-4-(4-((6-fluoro-5-(hydroxymethyl)pyridin-2-yl)thio)piperidin-1-yl)benzonitrile FC=1C=C(C#N)C=CC1N1CCC(CC1)SC1=NC(=C(C=C1)CO)F